ClC=1C(=NC=CC1)C(=O)NC1(CCN(CC1)C1=NC=C(C=C1)C=1C=2N(C=C(C1)OCC)N=C1C2C=NN1)C 3-chloro-N-(1-(5-(6-ethoxy-1H-pyrazolo[3',4':3,4]pyrazolo[1,5-a]pyridin-4-yl)pyridin-2-yl)-4-methylpiperidin-4-yl)-2-picolinamide